tert-butyl (2-hydroxy-2-methyl-1-(5-((2-methylpentyl)oxy)pyridin-2-yl)propyl)carbamate OC(C(C1=NC=C(C=C1)OCC(CCC)C)NC(OC(C)(C)C)=O)(C)C